2-benzoylisoindoline-4-carboxylic acid C(C1=CC=CC=C1)(=O)N1CC=2C=CC=C(C2C1)C(=O)O